bromol [BrH]1C=CC=C1